tert-butyl ((2-(3-(3-hydroxy-3-methyl-1-(4-methyl-4H-1,2,4-triazol-3-yl)cyclobutyl)phenyl)-3-oxo-7-(trifluoromethyl)isoindolin-5-yl)methyl)(1-methylcyclobutyl)carbamate OC1(CC(C1)(C1=NN=CN1C)C=1C=C(C=CC1)N1CC2=C(C=C(C=C2C1=O)CN(C(OC(C)(C)C)=O)C1(CCC1)C)C(F)(F)F)C